COC(CC(CCCCCCCCC)=O)=O.C(CCCCCCCCC)NC(CC(=O)OC)CCCCCCCCC methyl 3-(decylamino)dodecanoate Methyl-3-oxododecanoate